(S)-2-amino-N-(4-(7-ethyl-7-hydroxy-8,11-dioxo-7,8,11,13-tetrahydro-10H-[1,3]dioxolano[4,5-g]pyrano[3',4':6,7]indolizino[1,2-B]quinolin-14-yl)phenyl)acetamide NCC(=O)NC1=CC=C(C=C1)C1=C2C(=NC=3C=C4C(=CC13)OCO4)C4=CC1=C(C(N4C2)=O)COC([C@]1(O)CC)=O